N[C@@H]1[C@@H](CCCC1)NC1=NC=2N(C=C1)N=CC2C(=O)NC=2C(=NN(C2)CCOC)C(N)=O 5-{[(1R,2S)-2-Aminocyclohexyl]amino}-N-[3-carbamoyl-1-(2-methoxyethyl)-1H-pyrazol-4-yl]pyrazolo[1,5-a]pyrimidin-3-carboxamid